C(C)(CC)C1=C(C(=C(CN2C(N(C(N(C2=O)CC2=C(C(=C(C=C2C)C(C)CC)O)C)=O)CC2=C(C(=C(C=C2C)C(C)CC)O)C)=O)C(=C1)C)C)O 1,3,5-tris(4-sec-butyl-3-hydroxy-2,6-dimethylbenzyl)-1,3,5-triazine-2,4,6(1H,3H,5H)-trione